(2R,3R,4S,5R)-2-((tert-butoxycarbonyl) oxy)-6-(3-((5-(4-fluorophenyl) thiophen-2-yl) methyl)-4-methylphenyl)-6-oxohexane-1,3,4,5-tetrayl tetraacetate C(C)(=O)OC[C@H]([C@H]([C@@H]([C@H](C(=O)C1=CC(=C(C=C1)C)CC=1SC(=CC1)C1=CC=C(C=C1)F)OC(C)=O)OC(C)=O)OC(C)=O)OC(=O)OC(C)(C)C